Methyl (5-(2-fluoro-5-((5-fluoro-4-oxo-3,4-dihydrophthalazin-1-yl)methyl) phenyl)-1H-benzoimidazol-2-yl)carbamate FC1=C(C=C(C=C1)CC1=NNC(C2=C(C=CC=C12)F)=O)C1=CC2=C(NC(=N2)NC(OC)=O)C=C1